C(C)(C)(C)OC(=O)N1CC(C(CC1)CCO[C@@H]1CC[C@H](CC1)NC(C(=O)OC)(C)C)(F)F 3,3-difluoro-4-(2-(((trans)-4-((1-methoxy-2-methyl-1-oxopropan-2-yl)amino)cyclohexyl)oxy)ethyl)piperidine-1-carboxylic acid tert-butyl ester